N-(2-((1r,4r)-4-((4-(4-(2,6-dioxopiperidin-3-yl)-3-oxopiperazin-1-yl)piperidin-1-yl)methyl)cyclohexyl)-6-isopropoxy-1-oxoisoindolin-5-yl)pyrazolo[1,5-a]pyrimidine-3-carboxamide O=C1NC(CCC1N1C(CN(CC1)C1CCN(CC1)CC1CCC(CC1)N1C(C2=CC(=C(C=C2C1)NC(=O)C=1C=NN2C1N=CC=C2)OC(C)C)=O)=O)=O